OCCNC(O[C@@H]1CC[C@H](CC1)C(N(C[C@@H]1CC[C@H](CC1)C1=NC(=C(C=C1)OC)C)C1=CC(=CC=C1)C=1C=NN(C1)C(C)C)=O)=O trans-4-((3-(1-Isopropyl-1H-pyrazol-4-yl)phenyl)((trans-4-(5-methoxy-6-methylpyridin-2-yl)cyclohexyl)methyl) carbamoyl)cyclohexyl (2-hydroxyethyl)carbamate